C1(CC1)CCOC1=CC(=C(C(=O)N2CCC(CC2)C=2C(=CC(=NC2)N)OC)C=C1)F 5-{1-[4-(2-Cyclopropylethoxy)-2-fluorobenzoyl]piperidin-4-yl}-4-methoxypyridin-2-amine